C(C)OC1=NC=2N(C=C1C(=O)NC1=CC=C(N=N1)N1CCN(CC1)C(=O)OC(C)(C)C)C=C(N2)C tert-butyl 4-(6-(7-ethoxy-2-methylimidazo[1,2-a]pyrimidine-6-carboxamido) pyridazin-3-yl)piperazine-1-carboxylate